benzyl (8S)-1,4-dioxa-7-azaspiro[4.4]nonane-8-carboxylate O1CCOC12CN[C@@H](C2)C(=O)OCC2=CC=CC=C2